FC1(CC(N(CC1)C)C(C(F)(F)F)N)F 1-(4,4-difluoro-1-methylpiperidin-2-yl)-2,2,2-trifluoroethan-1-amine